(1R,3S)-3-{5-[2-(4-fluoro-2-formyl-3-hydroxyphenoxy) acetamido]-2H-pyrazol-3-yl}cyclopentyl N-isopropylcarbamate C(C)(C)NC(O[C@H]1C[C@H](CC1)C=1NN=C(C1)NC(COC1=C(C(=C(C=C1)F)O)C=O)=O)=O